C(C)C(C=O)\C=C(\C\C=C/C)/CC (3E,6Z)-2,4-Diethylocta-3,6-dienal